DICHLOROPROPEN ClC(=CC)Cl